FC1=C(C(=CC=C1)C)N1N=C2C(=CC1=O)NN=C2C=2C=C1CCN(CC1=CC2)C2CN(C2)C 5-(2-fluoro-6-methylphenyl)-3-(2-(1-methylazetidin-3-yl)-1,2,3,4-tetrahydroisoquinolin-6-yl)-1H-pyrazolo[4,3-c]pyridazin-6(5H)-one